CC(CCCC(C)C)C1CCC2C3CC=C4CC(CCC4(C3CCC12C)C)OC(N)=O carbamic acid 17-(1,5-dimethyl-hexyl)-10,13-dimethyl-2,3,4,7,8,9,10,11,12,13,14,15,16,17-tetradecahydro-1H-cyclopenta[a]phenanthren-3-yl ester